C1(=CC=CC=C1)C=1NC(C2=CC=CC=C2C1C1=CC=C(C=C1)C)=O 3-phenyl-4-(p-tolyl)isoquinolin-1(2H)-one